5-Fluoro-4-methyl-2-(4,4,5,5-tetramethyl-1,3,2-dioxaborol-2-yl)benzoic acid methyl ester COC(C1=C(C=C(C(=C1)F)C)B1OC(C(O1)(C)C)(C)C)=O